3,5-dimethyl-4-isobutyl-pyrazole CC1=NNC(=C1CC(C)C)C